1,4-bis(diphenylamino)benzene C1(=CC=CC=C1)N(C1=CC=C(C=C1)N(C1=CC=CC=C1)C1=CC=CC=C1)C1=CC=CC=C1